C(C)(C)(C)N1CCC(CC1)OC1=CC(=C(C=C1)N1[C@H](CCC1)C=1N=C(SC1)N)C#N tert-butyl-(R)-4-(4-(2-(2-aminothiazol-4-yl)pyrrolidin-1-yl)-3-cyanophenoxy)piperidine